C1(CC1)C1=CC(=NN1C1OCCCC1)NC1=CC2=C(C(=NO2)N(S(=O)(=O)C2=C(C=C(C=C2OC)C2CN(CC2)C(=O)OC(C)(C)C)OC)CC2=CC=C(C=C2)OC)C=C1OC tert-butyl 3-(4-{(6-{[5-cyclopropyl-1-(oxan-2-yl)-1H-pyrazol-3-yl]amino}-5-methoxy-1,2-benzoxazol-3-yl)[(4-methoxyphenyl)methyl]sulfamoyl}-3,5-dimethoxyphenyl)pyrrolidine-1-carboxylate